F[B-](F)(F)F tetrafluoro-borat